N-(8-cyano-2-methyl-imidazo[1,2-a]pyridin-6-yl)-4-[4-(ethylamino)-1-piperidyl]-2-methyl-indazole-7-carboxamide C(#N)C=1C=2N(C=C(C1)NC(=O)C1=CC=C(C3=CN(N=C13)C)N1CCC(CC1)NCC)C=C(N2)C